BrC=1C(OC=2C=CC3=C(C2C1)C=CC=C3)(C3=CC=CC=C3)C3=CC=CC=C3 2-bromo-3,3-diphenyl-3h-benzo[f]chromene